(1R,3S,5R)-2-(2-(4-amino-8-methyl-6-(trifluoromethyl)-9H-pyrido[4',3':4,5]pyrrolo[2,3-d]pyrimidin-9-yl)acetyl)-N-(6-bromopyrazin-2-yl)-5-methyl-2-azabicyclo[3.1.0]hexane-3-carboxamide NC=1C2=C(N=CN1)N(C1=C2C=C(N=C1C)C(F)(F)F)CC(=O)N1[C@@H]2C[C@@]2(C[C@H]1C(=O)NC1=NC(=CN=C1)Br)C